tetramethylcyclopentadienyl-(1,6,6-trimethyl-1,5,6,7-tetrahydro-s-indacenyl)hafnium CC1=C(C(=C(C1[Hf]C1(C=CC2=CC=3CC(CC3C=C12)(C)C)C)C)C)C